ClC=1C=CC(=C2C=CN(C(C12)=O)C)OC1CC2(CN(C2)CCNC2=C(C=C3C=NN(C3=C2)C(F)F)F)C1 8-chloro-5-((2-(2-((1-(difluoromethyl)-5-fluoro-1H-indazol-6-yl)amino)ethyl)-2-azaspiro[3.3]heptan-6-yl)oxy)-2-methylisoquinolin-1(2H)-one